COC1CCN(CC1)C1=NN(C2=C1C=NC(=C2)NC(C)=O)C2OCCCC2 N-(3-(4-methoxypiperidin-1-yl)-1-(tetrahydro-2H-pyran-2-yl)-1H-pyrazolo[4,3-c]pyridin-6-yl)acetamide